cyclohexane-1,1-diyldimethanol dimethacrylate C(C(=C)C)(=O)O.C(C(=C)C)(=O)O.C1(CCCCC1)(CO)CO